4-bromo-5-chloro-2-methoxybenzoic acid BrC1=CC(=C(C(=O)O)C=C1Cl)OC